2-(6-(((1R,2R,3S,5R)-2-fluoro-1,5,8-trimethyl-8-azabicyclo[3.2.1]oct-6-en-3-yl)oxy)pyridazin-3-yl)-5-(4-fluoro-1H-pyrazol-1-yl)phenol F[C@@H]1[C@]2(C=C[C@@](C[C@@H]1OC1=CC=C(N=N1)C1=C(C=C(C=C1)N1N=CC(=C1)F)O)(N2C)C)C